(±)-Methyl (1S,2S)-2-(((6-(5-formyl-1-methyl-1H-1,2,3-triazol-4-yl)-2-methylpyridin-3-yl)oxy)methyl)cyclobutane-1-carboxylate C(=O)C1=C(N=NN1C)C1=CC=C(C(=N1)C)OC[C@@H]1[C@H](CC1)C(=O)OC |r|